N-tert-Butyl-4-[[2-(2-fluoro-5-hydroxy-4-isopropenyl-phenyl)acetyl]amino]pyridine-2-carboxamide C(C)(C)(C)NC(=O)C1=NC=CC(=C1)NC(CC1=C(C=C(C(=C1)O)C(=C)C)F)=O